1,13-diamino-7,8,14,15,16,17,18,19-octahydro-6H-dibenzo[b,j][1,12,4,9]dioxadiazacyclopentadecine-3,11-dicarboxamide NC1=CC(=CC=2OCCCOC3=C(NCCCCNC21)C(=CC(=C3)C(=O)N)N)C(=O)N